C(C1=CC=CC=C1)OP(=O)(OCC1=CC=CC=C1)OC1=C(C=C(C(=O)O)C=C1)OC 4-((bis(benzyloxy)phosphoryl)oxy)-3-methoxybenzoic acid